C(C1=CC=CC=C1)NC(C(CC)(C)C)=O N-benzyl-2,2-dimethylbutyramide